methyl altruronate O=C[C@@H](O)[C@H](O)[C@H](O)[C@H](O)C(=O)OC